C1(=CC=CC=C1)C1C(CC2C1OC=1C2=NC=CC1)C(=O)[O-] 6-phenyl-5a,7,8,8a-tetrahydro-6H-cyclopenta[4,5]furo[3,2-b]pyridine-7-carboxylate